FC=1C=C(C=C(C1)F)[C@@H]1CC[C@H]2OC3(C(N21)=O)CC(C3)O[C@H](C)C3=NC=CC=C3F (1R,3S,5'S,7a'R)-5'-(3,5-difluorophenyl)-3-((s)-1-(3-fluoropyridin-2-yl)ethoxy)tetrahydro-3'H-spiro[cyclobutane-1,2'-pyrrolo[2,1-b]oxazol]-3'-one